[Ti].[Au].[Pt].[Ti] titanium-platinum-gold-titanium